FC1=C(C=C(C(=C1)F)F)CC(=O)O 2,4,5-trifluorobenzeneacetic acid